tert-butyl N-[5-(2-chloro-5-fluoro-4-pyridyl)-4-(trifluoromethyl) thiazol-2-yl]-N-cyclopentyl-carbamate ClC1=NC=C(C(=C1)C1=C(N=C(S1)N(C(OC(C)(C)C)=O)C1CCCC1)C(F)(F)F)F